CN1[C@@H]([C@H](CC1=O)C(=O)NCCC1CC(C1)N1CCN(CC1)C1CCC(CC1)C(=O)O)C=1C=NC=CC1 (1S,4r)-4-(4-(3-(2-((2S,3S)-1-methyl-5-oxo-2-(pyridin-3-yl)pyrrolidine-3-carboxamido)ethyl)cyclobutyl)piperazin-1-yl)cyclohexane-1-carboxylic acid